NC1=C(SC2=NC(=CN=C21)C)C(=O)N[C@@H]2CC1=C(C=C(C(=C1CC2)C#N)N2CC1CCC(C2)N1)F 7-amino-N-[(2S)-5-cyano-6-{3,8-diazabicyclo[3.2.1]octan-3-yl}-8-fluoro-1,2,3,4-tetrahydronaphthalen-2-yl]-3-methylthieno[2,3-b]pyrazine-6-carboxamide